N-(6-amino-5-ethyl-3-pyridyl)-2-[(2R,5S)-2-[3-chloro-4-[2-(dimethylamino)ethyl]phenyl]-5-methyl-1-piperidyl]-2-oxo-acetamide NC1=C(C=C(C=N1)NC(C(=O)N1[C@H](CC[C@@H](C1)C)C1=CC(=C(C=C1)CCN(C)C)Cl)=O)CC